CC=1C=CC2=C(N=C(O2)C=2C=C(C=CC2)C)C1 5-methyl-2-m-tolylbenzo[d]oxazole